COC(CNC)OC (2,2-dimethoxy-ethyl)-methyl-amine